FC=1C=C(C=CC1F)N1CCN(CC1)C(=O)NC=1N=NC(=CC1)O 4-(3,4-difluorophenyl)-N-(6-hydroxypyridazin-3-yl)-piperazine-1-carboxamide